tert-butyl 8-methyl-7-[2-({4-[(pyrrolidin-1-yl)methyl]phenyl}amino)-5H,6H,7H,8H-pyrido[3,4-d]pyrimidin-7-yl]-1H,2H,3H-pyrido[2,3-b][1,4]oxazine-1-carboxylate CC1=C(C=NC=2OCCN(C21)C(=O)OC(C)(C)C)N2CC=1N=C(N=CC1CC2)NC2=CC=C(C=C2)CN2CCCC2